(Z)-3-nonen-1-ol C(C\C=C/CCCCC)O